3-(iodomethyl)pyrrolidine-1-carboxylic acid (R)-tert-butyl ester C(C)(C)(C)OC(=O)N1CC(CC1)CI